CC1=C(C(=C(C=C1)N)C)N 1,3-dimethyl-2,4-diaminobenzene